5-(4-chloro-phenoxy)-4-methoxy-pyridine-2-carbonitrile ClC1=CC=C(OC=2C(=CC(=NC2)C#N)OC)C=C1